O=C1NC(CCC1NC1=CC(=C(C=C1)C1CCN(CCC1)C(=O)OC(C)(C)C)F)=O tert-butyl 4-[4-[(2,6-dioxo-3-piperidyl)amino]-2-fluoro-phenyl]azepane-1-carboxylate